N-(2,5-diethyl-6-(2H-1,2,3-triazol-2-yl)pyridin-3-yl)-1-(imidazo[1,2-a]pyridin-5-yl)-5-(trifluoromethyl)-1H-pyrazole-4-carboxamide C(C)C1=NC(=C(C=C1NC(=O)C=1C=NN(C1C(F)(F)F)C1=CC=CC=2N1C=CN2)CC)N2N=CC=N2